N-(5-(2-(3,3-Dimethylazetidin-1-yl)acetamido)-2-methylpyridin-3-yl)-2-(1-(2-(methylsulfonyl)ethyl)-1H-pyrazol-4-yl)pyrazolo[5,1-b]Thiazole-7-carboxamide CC1(CN(C1)CC(=O)NC=1C=C(C(=NC1)C)NC(=O)C=1C=NN2C1SC(=C2)C=2C=NN(C2)CCS(=O)(=O)C)C